1-(1,2,3,4-tetrahydroacridin-9-yl)propane-1,3-diamine C1CCCC2=NC3=CC=CC=C3C(=C12)C(CCN)N